(S)-(4-(1H-indole-2-carbonyl)-3-methylpiperazin-1-yl)(7-(3,4-dimethoxyphenyl)pyrazolo[1,5-a]pyrimidin-2-yl)methanone N1C(=CC2=CC=CC=C12)C(=O)N1[C@H](CN(CC1)C(=O)C1=NN2C(N=CC=C2C2=CC(=C(C=C2)OC)OC)=C1)C